C(C=C)(=O)N1CC(N(CC1)C1=NC(=CC=C1)C)=O 4-acryloyl-1-(6-methylpyridin-2-yl)piperazin-2-one